FC(C(C(=O)C1C([C@]2(CC[C@@H]1C2(C)C)C)=O)(F)F)(C(F)(F)F)F (1S,4S)-3-(Heptafluorobutyryl)camphor